BrC=1C=C2C(=NNC2=C(C1)C)[2H] 5-bromo-7-methyl-1H-indazole-3-d